4-[1-({[(9H-fluoren-9-yl)methoxy]carbonyl}amino)-3,6,9,12-tetraoxapentadecan-15-amido]butanoate C1=CC=CC=2C3=CC=CC=C3C(C12)COC(=O)NCCOCCOCCOCCOCCC(=O)NCCCC(=O)[O-]